CN1CCC(CC1)C(=O)N1CCC(CC1)OC1=CC=C(C=C1)[N+](=O)[O-] (1-methylpiperidin-4-yl)(4-(4-nitrophenoxy)piperidin-1-yl)methanone